N-(3-methylbut-2-en-1-yl)-N-(1,3-dimethyl-2,4-dioxo-1,2,3,4-tetrahydropyrimidin-5-yl)-3-(4-(4-isopropylbenzoyl)piperazin-1-yl)propionamide CC(=CCN(C(CCN1CCN(CC1)C(C1=CC=C(C=C1)C(C)C)=O)=O)C=1C(N(C(N(C1)C)=O)C)=O)C